5-methoxy-3-(3,5-dichloropyridin-2-yl)benzothiazol-2(3H)-one COC=1C=CC2=C(N(C(S2)=O)C2=NC=C(C=C2Cl)Cl)C1